FC1=C(C=CC=C1)C1=C(C(=CC=C1)N)N (2-fluorophenyl)benzene-1,2-diamine